ONC1(C(=NN(C1=O)C)C1=CC=C(C=C1)S(=O)(=O)NC)C 4-[4-(hydroxyamino)-1,4-dimethyl-5-oxo-4,5-dihydro-1H-pyrazol-3-yl]-N-methylbenzene-1-sulfonamide